8-isopropoxy-6-fluoro-7-(4-methylpiperazin-1-yl)-2,3-dihydro-quinolin-4(1H)one-3-one C(C)(C)OC=1C(=C(C=C2C(C(CNC12)=O)=O)F)N1CCN(CC1)C